N-tert-Butoxycarbonyl-N-[[4-(hydroxymethyl)-3-methyl-7-[4-(trifluoromethoxy)phenyl]benzimidazol-5-yl]methyl]-carbamic acid tert-butyl ester C(C)(C)(C)OC(N(CC1=C(C2=C(N=CN2C)C(=C1)C1=CC=C(C=C1)OC(F)(F)F)CO)C(=O)OC(C)(C)C)=O